N-(4-hydroxy-benzyl)-2-[4-(3-hydroxy-3-phenyl-propenyl)-phenyl]-N-methylacetamide OC1=CC=C(CN(C(CC2=CC=C(C=C2)C=CC(C2=CC=CC=C2)O)=O)C)C=C1